F[C@@H]1[C@@H](CN(CC1)C1=NC=CC(=N1)NC=1N=CC2=C(C=CC(=C2C1)C(C)C)N1[C@@H]([C@H](C1)CS(=O)(=O)C)C)O (3R,4S)-4-fluoro-1-[4-({8-[(2R,3S)-3-(methanesulfonylmeth-yl)-2-methylazetidin-1-yl]-5-(propan-2-yl)isoquinolin-3-yl}amino)pyrimidin-2-yl]piperidin-3-ol